O1C=C(C=C1)C=1C=C(C=CC1)[C@@H](C)NC1=NC(=NC2=CC(=C(C=C12)OC)OC)C N-{(1R)-1-[3-(furan-3-yl)phenyl]ethyl}-6,7-dimethoxy-2-methylquinazolin-4-amine